(S)-tert-butylchloromethylpyrrolidine-1,2-dicarboxylate C(C)(C)(C)C1[C@](N(CC1)C(=O)[O-])(C(=O)[O-])CCl